N-[(furan-2-yl)methyl]-1-(2,5-dimethoxy-4-iodophenyl)-2-aminoethane O1C(=CC=C1)CNCCC1=C(C=C(C(=C1)OC)I)OC